dichloronicotinic acid dimethyl-ammonium salt C[NH2+]C.ClC1=NC(=C(C(=O)[O-])C=C1)Cl